C(C)S(=O)(=O)C=1C(=NC=C(C#N)C1)C1=NC=2N(C=C1)N=C(C2)C(F)(F)F 5-(ethylsulfonyl)-6-(2-(trifluoromethyl)pyrazolo[1,5-a]pyrimidin-5-yl)nicotinonitrile